2-(4-(3-(tert-butyl-(methyl)carbamoyl)-1-(3,5-dichlorophenyl)-7-methoxy-1,4-dihydrobenzopyrano[4,3-c]pyrazol-8-yl)-1H-pyrazol-1-yl)acetic acid methyl ester COC(CN1N=CC(=C1)C=1C(=CC2=C(C1)C=1N(N=C(C1CO2)C(N(C)C(C)(C)C)=O)C2=CC(=CC(=C2)Cl)Cl)OC)=O